Benzyl-4-[9-(hydrazinecarbonyl)-8-oxo-11-thia-1,3,5-triazatetracyclo-[8.7.0.02,7.012,17]heptadeca-2,4,6,9,12(17),13,15-heptaen-4-yl]piperazine C(C1=CC=CC=C1)N1CCN(CC1)C=1N=C2N3C=4C=CC=CC4SC3=C(C(C2=CN1)=O)C(=O)NN